C(=O)=C1C(C=CC2=C(C3=CC=CC=C3C(=C12)C1=CC2=CC=CC=C2C=C1)C1=CC2=CC=CC=C2C=C1)C carbonyl-(P)-2-methyl-9,10-bis(naphthalen-2-yl)anthracene